N-methyl-indazole CN1N=CC2=CC=CC=C12